S(C#N)C1=NC=CC(=C1)N 2-thiocyanatopyridin-4-amine